BrC1=CC2=C(OC(O2)(F)F)C=C1 5-bromo-2,2-difluoro-1,3-benzodioxol